N-((6-Fluoro-1-(4-(trifluoromethyl)phenyl)pyrrolo[1,2-a]pyrazin-3-yl)methyl)acrylamide FC1=CC=C2N1C=C(N=C2C2=CC=C(C=C2)C(F)(F)F)CNC(C=C)=O